ClC1=NC=CC=C1C(C)O 1-(2-chloropyridin-3-yl)ethane-1-ol